sodium fluoronitrate [N+](=O)([O-])F.[Na]